C(NC1=NC(=NC(=N1)N[C@@H](C(C)C)C=1N=C(NC1)C(F)(F)F)C=1C=CC=2N(C1)C(=NC2)C)([2H])([2H])[2H] |o1:9| (S or R)-N2-(methyl-d3)-N4-(2-methyl-1-(2-(trifluoromethyl)-1H-imidazol-4-yl)propyl)-6-(3-methylimidazo[1,5-a]pyridin-6-yl)-1,3,5-triazine-2,4-diamine